dodecylnonylphenol phosphite P(O)(O)OC1=C(C(=CC=C1)CCCCCCCCCCCC)CCCCCCCCC